C(C)NC1=CC(=CC(=N1)N1C(C2=CC(=CC(=C2C1)C(F)(F)F)CN1CCC(CC1)CSC)=O)C1(COC1)CC1=NN=CN1C 2-[6-(ethylamino)-4-{3-[(4-methyl-1,2,4-triazol-3-yl)methyl]oxetan-3-yl}pyridin-2-yl]-6-({4-[(methylsulfanyl)methyl]piperidin-1-yl}methyl)-4-(trifluoromethyl)-3H-isoindol-1-one